COC=1C=C(C=CC1N1N=C(C=2C=NC(=CC21)C=2C=NN1C2N=CC=C1)C)NS(=O)(=O)C1CCOCC1 N-(3-methoxy-4-(3-methyl-6-(pyrazolo[1,5-a]pyrimidin-3-yl)-1H-pyrazolo[4,3-c]pyridin-1-yl)phenyl)tetrahydro-2H-pyran-4-sulfonamide